2-FLUORO-6-HYDROXYISONICOTINALDEHYDE FC=1C=C(C=O)C=C(N1)O